N-(2-methoxyethyl)-N,2-dimethylprop-2-en-1-amine COCCN(CC(=C)C)C